N-Phenyl-7-(trifluoromethyl)-7,8-dihydrobenzo[g]indazolo[3,2-a]isoquinolin-7-amine C1(=CC=CC=C1)NC1(N2C(C3=CC4=C(C=C3C1)C=CC=C4)=C4C=CC=CC4=N2)C(F)(F)F